1''-[1,2-ethanediyldi(nitrilo)]tetra(2-propanol) C(CN(CC(C)O)CC(C)O)N(CC(C)O)CC(C)O